3-hydroxy-4,4-dimethyl-pentanamide OC(CC(=O)N)C(C)(C)C